5-[(2R)-2-(2,5-difluorophenyl)pyrrolidin-1-yl]-3-iodo-pyrazolo[1,5-a]pyrimidine FC1=C(C=C(C=C1)F)[C@@H]1N(CCC1)C1=NC=2N(C=C1)N=CC2I